C(=O)=C(C(C(=O)O)C1=CC=CC=2C3=CC=CC=C3CC12)C carbonyl-2-fluorenylbutyric acid